dimethyl-4-hydroxytryptamine hemi-fumarate C(\C=C\C(=O)O)(=O)O.CN(CCC1=CNC2=CC=CC(=C12)O)C.CN(CCC1=CNC2=CC=CC(=C12)O)C